(((2S,4S)-4-fluoro-1-methylpyrrolidin-2-yl)methoxy)-7-(5-methyl-1H-indazol-4-yl)-4-(piperazin-1-yl)quinazoline F[C@H]1C[C@H](N(C1)C)COC1=NC2=CC(=CC=C2C(=N1)N1CCNCC1)C1=C2C=NNC2=CC=C1C